7-((2-hydroxyethyl)amino)-1-methyl-2-oxo-4-(6-((1-(trifluoromethyl)cyclopropyl)ethynyl)-2,3-dihydrobenzo[e][1,4]oxazepin-1(5H)-yl)-1,2-dihydroquinazoline-6-carbonitrile OCCNC1=C(C=C2C(=NC(N(C2=C1)C)=O)N1CCOCC2=C1C=CC=C2C#CC2(CC2)C(F)(F)F)C#N